7-chloro-3-(5-fluoro-2-methylphenyl)-1-methyl-1,6-naphthyridin-2-one ClC1=NC=C2C=C(C(N(C2=C1)C)=O)C1=C(C=CC(=C1)F)C